C(C)(C)N1CCC(CC1)NC1=NC(=NC2=CC(=C(C=C12)OC)OCCCN1CCCC1)C#N 4-((1-isopropylpiperidin-4-yl)amino)-6-methoxy-7-(3-(pyrrolidin-1-yl)propoxy)quinazoline-2-carbonitrile